The molecule is a 1-alkylglycerone 3-phosphate in which the alkyl group is specified as dodecyl It is a conjugate acid of a 1-dodecylglycerone 3-phosphate(2-). CCCCCCCCCCCCOCC(=O)COP(=O)(O)O